(1S,2R,3R,4R)-3-(2-(5-chloro-1H-pyrazolo[3,4-b]pyridin-3-yl)-5-fluoro-7H-pyrrolo[2,3-d]pyrimidin-7-yl)-7-oxabicyclo[2.2.1]heptane-2-carboxylic acid ClC=1C=C2C(=NC1)NN=C2C=2N=CC1=C(N2)N(C=C1F)[C@@H]1[C@H]([C@@H]2CC[C@H]1O2)C(=O)O